rac-5-methyl-4,5-dihydronaphtho[2,1-d]isoxazol-3-amine C[C@@H]1CC=2C(=NOC2C2=CC=CC=C12)N |r|